4-bromo-5-((4-(1-(4-((5-chloro-4-((2-(dimethylphosphono)phenyl)amino)pyrimidin-2-yl)amino)-3-Methoxyphenyl)piperidin-4-yl)piperazin-1-yl)methyl)-2-(2,6-dioxopiperidin-3-yl)isoindoline BrC1=C2CN(CC2=CC=C1CN1CCN(CC1)C1CCN(CC1)C1=CC(=C(C=C1)NC1=NC=C(C(=N1)NC1=C(C=CC=C1)P(=O)(OC)OC)Cl)OC)C1C(NC(CC1)=O)=O